The molecule is a glycol that is decane bearing two hydroxy substituents located at positions 1 and 2. It has a role as an anti-inflammatory agent, an antioxidant and a human metabolite. It is a glycol and a volatile organic compound. It derives from a hydride of a decane. CCCCCCCCC(CO)O